glycylsilane NCC(=O)[SiH3]